5,5'-(ethene-1,2-diyl)diisophthalic acid C(=CC=1C=C(C=C(C(=O)O)C1)C(=O)O)C=1C=C(C=C(C(=O)O)C1)C(=O)O